ClC1=C(N=C2N1C=CC(=C2)C(=O)N[C@H]2[C@@H]1[C@H](OC2)[C@@H](CO1)O)C1=C(C(=CC=C1)F)C=1C(=NN(C1)C)C 3-chloro-2-(2-(1,3-dimethyl-1H-pyrazol-4-yl)-3-fluorophenyl)-N-((3R,3aR,6R,6aR)-6-hydroxyhexahydrofuro[3,2-b]furan-3-yl)imidazo[1,2-a]pyridine-7-carboxamide